N-(4-(4-fluorobenzyl)-2,5-dimethylphenyl)-1-(piperidin-1-yl)methanimine FC1=CC=C(CC2=CC(=C(C=C2C)N=CN2CCCCC2)C)C=C1